F[P-](F)(F)(F)(F)F.C(=C)[I+]C(Cl)(Cl)Cl vinyltrichloromethyl-iodonium hexafluorophosphate